CN(S(=O)(=O)C1=CC(=C(C=C1)C=1NC(C=C(C1)N1C(COCC1)C)=O)C(F)(F)F)C N,N-dimethyl-4-[4-(3-methylmorpholin-4-yl)-6-oxo-1H-pyridin-2-yl]-3-(trifluoromethyl)benzenesulfonamide